ClC=1C=C(C#N)C=C(C1)OC1=C(N=CN(C1=O)CC1=NNC(C(=C1)C1=CC(=CC(=C1)F)F)=O)C(F)(F)F 3-chloro-5-((1-((5-(3,5-difluorophenyl)-6-oxo-1,6-dihydropyridazin-3-yl)methyl)-6-oxo-4-(trifluoromethyl)-1,6-dihydropyrimidin-5-yl)oxy)benzonitrile